D-galacto-hexopyranosyl-(1->3)-2-acetamido-2-deoxy-D-galacto-hexopyranose C1([C@H](O)[C@@H](O)[C@@H](O)[C@H](O1)CO)O[C@@H]1[C@H](C(O)O[C@@H]([C@@H]1O)CO)NC(C)=O